NCCCC(=O)NC1=CC(=C(C=C1)CC(=O)O)C#CCN 2-(4-(4-aminobutanamido)-2-(3-aminoprop-1-yn-1-yl)phenyl)acetic acid